C1(C=CC(N1C=1C=C(C(=O)C2C(=O)N(C(C2)=O)O)C=CC1)=O)=O m-maleimidylbenzoyl-N-hydroxysuccinimide